N1(C=NC=C1)C=1N=CC2=C(N1)C(=CC(N2C)=O)NC2=CC=C(C=C2)C(F)(F)F 2-(1H-imidazol-1-yl)-5-methyl-8-((4-(trifluoromethyl)phenyl)amino)pyrido[3,2-d]pyrimidin-6(5H)-one